O(C1[C@H](O)[C@@H](O)[C@H](O)CO1)C1=CC(=CC(=C1)C=CC1=CC=C(C=C1)O)O 3-hydroxy-5-[2-(4-hydroxyphenyl)ethenyl]phenyl xylopyranoside